Ethyl (E)-N-((2-methyl-[1,1'-biphenyl]-4-yl)methoxy)acetylcarbamate CC1=C(C=CC(=C1)COCC(=O)NC(OCC)=O)C1=CC=CC=C1